1-(±)-methyl-4-[3-[(4,5-dichloro-1-methyl-indole-2-carbonyl)amino]tetrahydrofuran-3-yl]-2-methyl-benzoate CC1(C(=O)[O-])C(C=C(C=C1)C1(COCC1)NC(=O)C=1N(C2=CC=C(C(=C2C1)Cl)Cl)C)C